(R)-2-((1-(3-fluoropropyl)pyrrolidin-3-yl)methyl)thiazole-5-carbaldehyde FCCCN1C[C@H](CC1)CC=1SC(=CN1)C=O